CC1=C(C(NC(=C1)C)=O)CNC(=O)C=1C=C(C=C(C1C)N(C1CCOCC1)CC)C1=CC=C(C=C1)CN1CCN(CC1)C(=O)OC(C)(C)C tert-butyl 4-[(3'-{[(4,6-dimethyl-2-oxo-1H-pyridin-3-yl)methyl]carbamoyl}-5'-[ethyl(oxan-4-yl)amino]-4'-methyl-[1,1'-biphenyl]-4-yl)methyl]piperazine-1-carboxylate